CS(=O)(=N)C=1C=C(C=CC1)NC(=O)C=1C(=NC=C(C1)C(F)(F)F)OC1=CC=C(C=C1)C(F)(F)F N-[3-(methylsulfonimidoyl)phenyl]-5-(trifluoromethyl)-2-[4-(trifluoromethyl)phenoxy]pyridine-3-carboxamide